C1(CC1)C1(NC(NC1=O)=O)CC(C(=O)OC(C)(C)C)C Tert-butyl 3-[4-cyclopropyl-2,5-dioxo-imidazolidin-4-yl]-2-methyl-propanoate